FC(C1=CC=CC(=N1)NC(=O)C=1C(=NC=2N(C1)C=C(N2)[C@]21CO[C@](CC2)(C1)C)OC(C)C)F N-(6-(difluoromethyl)pyridin-2-yl)-7-isopropoxy-2-((1R,4S)-1-methyl-2-oxabicyclo[2.2.1]hept-4-yl)imidazo[1,2-a]pyrimidine-6-carboxamide